7-hydroxy-4-methylcoumarin OC1=CC=C2C(=CC(OC2=C1)=O)C